phenyl 5-acetamido-3,5-dideoxy-α-D-glycero-D-galacto-2-nonulopyranoside C(C)(=O)N[C@@H]1[C@H](C[C@@](CO)(OC2=CC=CC=C2)O[C@H]1[C@H](O)[C@H](O)CO)O